3-(2-(dimethylamino)ethyl)-1H-indol-4-yl 4-acetamidobutanoate C(C)(=O)NCCCC(=O)OC1=C2C(=CNC2=CC=C1)CCN(C)C